2-((4-(7-((3-cyano-3-methyl-2-oxoindolin-6-yl)methyl)-2,7-diazaspiro[4.4]nonan-2-yl)pyrimidin-5-yl)oxy)-5-fluoro-N,N-diisopropylbenzamide C(#N)C1(C(NC2=CC(=CC=C12)CN1CC2(CCN(C2)C2=NC=NC=C2OC2=C(C(=O)N(C(C)C)C(C)C)C=C(C=C2)F)CC1)=O)C